OC(CCCCCCCCCCCCC(=O)O)CCCCC 14-hydroxynonadecanoic acid